N[C@H](C(=O)O)CCC1=CC=C(C=C1)NC (S)-2-amino-4-(4-(methylamino)phenyl)butanoic acid